(tert-butoxycarbonyl)-4-methoxy-2-methylpyrrolidine-2-carboxylic acid C(C)(C)(C)OC(=O)N1C(CC(C1)OC)(C(=O)O)C